CC1=C2C(=NC=C1)C(=CN2)NC2=NC1=C(N2)C=CC(=C1)OC1=CC=CC=C1 N-(7-methyl-1H-pyrrolo[3,2-b]pyridine-3-yl)-5-phenoxy-1H-benzo[d]imidazole-2-amine